CC(CC(=O)N[C@@H](CCOC1CC(C1)CCC1=NC=2NCCCC2C=C1)C(=O)O)(C)C N-(3,3-dimethylbutyryl)-O-(3-(2-(5,6,7,8-tetrahydro-1,8-naphthyridin-2-yl)ethyl)cyclobutyl)homoserine